C(CC)NC(O[C@@H]1C[C@@H](CC1)C1=CC(=NN1)NC(CC1=NC=CC=C1)=O)=O (1S,3R)-3-{3-[(pyridin-2-ylacetyl)amino]-1H-pyrazol-5-yl}cyclopentyl propylcarbamate